C(C)(C)(C)OOC(C)(C)C1=CC(=CC=C1)C(C)(C)OOC(C)(C)C 1,3-bis-(t-butylperoxyisopropyl)-benzene